C(#N)C1=CC(=C(OCC2=NC=C(C(=C2)OC2CCN(CC2)CC2=NC3=C(N2C[C@H]2OCC2)C=C(C=C3)C(=O)O)F)C=C1)F (S)-2-((4-((2-((4-Cyano-2-fluorophenoxy)methyl)-5-fluoropyridin-4-yl)oxy)piperidin-1-yl)methyl)-1-(oxetan-2-ylmethyl)-1H-benzo[d]imidazole-6-carboxylic acid